diheptylphosphonic acid C(CCCCCC)OP(OCCCCCCC)=O